[Si](C)(C)(C(C)(C)C)OC=1C=C2C(=NN(C2=CC1)C1OCCCC1)C=1C=C(C=NC1)[C@H](C)OCCOC[C@@H](C)O (2R)-1-{2-[(1S)-1-(5-{5-[(tert-butyldimethylsilyl)oxy]-1-(oxan-2-yl)-1H-indazol-3-yl}pyridin-3-yl)ethoxy]ethoxy}propan-2-ol